2-Nitro-D-galactal [N+](=O)([O-])C1=CO[C@@H]([C@@H]([C@@H]1O)O)CO